7-methoxyquinazolin-6-yl (R)-2-methylpiperazine-1-carboxylate C[C@H]1N(CCNC1)C(=O)OC=1C=C2C=NC=NC2=CC1OC